4,4'-dihydroxy-3,3'-biphenyldicarboxylic acid OC1=C(C=C(C=C1)C1=CC(=C(C=C1)O)C(=O)O)C(=O)O